(R)-6-bromo-2-(2-chloroethoxy)-N-(1-(2-methyl-3-(trifluoromethyl)-phenyl)ethyl)pyrido[3,4-d]pyrimidin-4-amine BrC1=CC2=C(N=C(N=C2N[C@H](C)C2=C(C(=CC=C2)C(F)(F)F)C)OCCCl)C=N1